tert-butyl 2-(2-chloro-N-(2-((5-chloro-2-(4-chloro-1H-1,2,3-triazol-1-yl)phenyl)amino)-2-oxoethyl)acetamido)-3-(2,4-difluorophenyl)propanoate ClCC(=O)N(CC(=O)NC1=C(C=CC(=C1)Cl)N1N=NC(=C1)Cl)C(C(=O)OC(C)(C)C)CC1=C(C=C(C=C1)F)F